5-(3-fluorophenyl)-1-tosyl-1H-pyrrole-3-carbaldehyde FC=1C=C(C=CC1)C1=CC(=CN1S(=O)(=O)C1=CC=C(C)C=C1)C=O